FC1=C(C=CC(=C1)C(NC)=O)C=1N=C2N(C=CC(=C2)Cl)C1C[C@H]1CN(CCO1)C(=O)OC methyl (S)-2-((2-(2-fluoro-4-(methylcarbamoyl)phenyl)-7-chloroimidazo[1,2-a]pyridin-3-yl)methyl)morpholine-4-carboxylate